Guanidino Isothiocyanate N(C(=N)N)N=C=S